2-Amino-N-(4-(((2R,5S)-3-(4-cyano-3-(trifluoromethyl)phenyl)-2-(trifluoromethyl)oxazolidin-5-yl)methoxy)phenyl)acetamid NCC(=O)NC1=CC=C(C=C1)OC[C@@H]1CN([C@H](O1)C(F)(F)F)C1=CC(=C(C=C1)C#N)C(F)(F)F